2-epoxycyclohexylmethyl 3,2-epoxycyclohexylformate C1(C2C(CCC1)O2)C(=O)OCC21C(CCCC2)O1